1-((3-Fluoropyridin-2-yl)methyl)-6-methoxy-1H-indole-2-carbaldehyde FC=1C(=NC=CC1)CN1C(=CC2=CC=C(C=C12)OC)C=O